1,3-dimethyl-2-azaadamantaneN CC12NC3(C=C(CC(C1)C3)C2)C